7,8-dihydro-6H-pyrrolo[2,3-e][1,2,4]triazolo[1,5-a]pyridine-2-carboxamide N1=C(N=C2N1C1=C(C=C2)NCC1)C(=O)N